CS(=O)(=O)NCCNC(O[C@@H]1CC[C@H](CC1)C(N(C[C@@H]1CC[C@H](CC1)C1=CC(=C(C=C1)OC)C)C1=CC(=CC=C1)C=1C=NN(C1)C1CC1)=O)=O trans-4-((3-(1-Cyclopropyl-1H-pyrazol-4-yl)phenyl)((trans-4-(4-methoxy-3-methylphenyl)cyclohexyl)methyl) carbamoyl)cyclohexyl (2-(methylsulfonamido)ethyl)carbamate